COC(C1=C(C=C(C=C1)C1=C(NC(=C1C1=C(C=C(C=C1)N)C)C)C(N)=O)OC)=O.CN1N=CC(=C1)N1N=CC=C1 2-(1-methyl-1H-pyrazol-4-yl)pyrazole methyl-4-(4-(4-amino-2-methylphenyl)-2-carbamoyl-5-methyl-1H-pyrrol-3-yl)-2-methoxybenzoate